COCCN(C1=NC=2N(C3=CC=CC=C13)C=NN2)C2=CC=CC=C2 N-(2-methoxyethyl)-N-Phenyl-[1,2,4]triazolo[4,3-a]quinazolin-5-amine